7-((S)-4-acryloyl-2-methylpiperazin-1-yl)-9-cyclopropyl-10-(2,4-difluorophenyl)-2,3-dihydro-5H-[1,4]thiazino[2,3,4-ij]quinazolin-5-one C(C=C)(=O)N1C[C@@H](N(CC1)C1=NC(N2C3=C(C(=C(C=C13)C1CC1)C1=C(C=C(C=C1)F)F)SCC2)=O)C